C1(=CC=CC=C1)C1(CCCCC1)C(=O)O phenyl-cyclohexane-1-carboxylic acid